C(#N)C=1C(=NC(=CC1C)C)N1[C@@H](C[C@@H](C1)N1CCOCC1)C(=O)N(C=1C=C(C=CC1)C)CC (2S,4S)-1-(3-cyano-4,6-dimethylpyridin-2-yl)-N-ethyl-4-morpholino-N-(m-tolyl)pyrrolidine-2-carboxamide